C1C2=C3C=C4C(C=C3NC2=CCC1)=NC=1C=CC=CC14 1,3-dihydroindolo[2,3-b]carbazole